6-(bis(pyridin-2-ylmethyl)amino)-2-(4-((2S,5S)-5-(4-hydroxybenzyl)-3,6-dioxopiperazin-2-yl)butyl)-1H-benzo[de]isoquinoline-1,3(2H)-dione N1=C(C=CC=C1)CN(C=1C=CC=2C(N(C(C3=CC=CC1C23)=O)CCCC[C@@H]2NC([C@@H](NC2=O)CC2=CC=C(C=C2)O)=O)=O)CC2=NC=CC=C2